IC1=CN([C@H]2C[C@H](O)[C@@H](CO)O2)C=2N=C(NC(C12)=O)N 7-deaza-7-iodo-2'-deoxyguanosine